CC1=NN=C(S1)C=1C=C2C=C(N=CC2=CC1)NC(CN1CCCCC1)=O N-(6-(5-methyl-1,3,4-thiadiazol-2-yl)isoquinolin-3-yl)-2-(piperidin-1-yl)acetamide